[C@@H]12N(C[C@@H](CC1)C2)C=2C=1N(N=C(C2)C=2C(NC(NC2)=O)=O)C=CN1 5-(8-((1R,4S)-2-azabicyclo[2.2.1]heptan-2-yl)imidazo[1,2-b]pyridazin-6-yl)pyrimidine-2,4(1H,3H)-dione